C(C)C(CSCC(CO)O)CCCC 3-[(2-ethylhexyl)thio]-1,2-propanediol